CC=1N=C(C2=C(N1)OC=C2C(=O)NC=2N=CN(C2)C)NC2(CC2)C methyl-N-(1-methyl-1H-imidazol-4-yl)-4-[(1-methylcyclopropyl)amino]furo[2,3-d]pyrimidine-5-carboxamide